hexadecan-1-yl arachidonate C(CCC\C=C/C\C=C/C\C=C/C\C=C/CCCCC)(=O)OCCCCCCCCCCCCCCCC